1-{1-[4-chloro-4'-(4-propionylpiperazin-1-yl)[1,1'-biphenyl]-2-yl]piperidin-3-yl}-5-(trifluoromethyl)-1H-pyrazole-4-carboxylic acid ethyl ester C(C)OC(=O)C=1C=NN(C1C(F)(F)F)C1CN(CCC1)C1=C(C=CC(=C1)Cl)C1=CC=C(C=C1)N1CCN(CC1)C(CC)=O